N1=C(C=CC=C1)C(=O)N Pyridincarboamid